2,8,8-trimethyl-7,8-dihydro-6H-cyclopenta[e]pyrazolo[1,5-a]pyrimidine-6-carbonitrile CC1=NN2C(N=CC3=C2C(CC3C#N)(C)C)=C1